C(C)OC1=CN=CC(=N1)C=1C=CC(=NC1)C(=O)NCC1=NC=CC(=C1)NS(=O)(=O)C 5-(6-ethoxypyrazin-2-yl)-N-[(4-methanesulfonamidopyridin-2-yl)methyl]pyridine-2-carboxamide